The molecule is a monocarboxylic acid anion that is the conjugate base of (-)-DCA-CL, obtained by deprotonation of the carboxy group; major species at pH 7.3. It is a conjugate base of a (-)-DCA-CL. It is an enantiomer of a (+)-DCA-CL(1-). COC1=CC(=CC2=C1O[C@H]([C@@H]2C=O)C3=CC(=C(C=C3)O)OC)/C=C/C(=O)[O-]